C1(CCCCC1)CN1CC(CCC1)C=1NC(N(N1)C=1C=CC=C2C=CC=NC12)=O 5-(1-(cyclohexylmethyl)piperidin-3-yl)-2-(quinolin-8-yl)-2,4-dihydro-3H-1,2,4-triazol-3-one